4-(2-(2-methoxyl-methoxy-4-fluorophenyl)-2-hydroxy-phenethyl)-pyridine O(C)C1=C(C=CC(=C1OC)F)C1(C(CCC2=CC=NC=C2)C=CC=C1)O